ClC=1C(=NC(=CC1)OC)C(=O)N1CCN(CC1)CC1=C(N=C2N1C=CC=C2)C2=CC=C(C=C2)Cl (3-chloro-6-methoxypyridin-2-yl)(4-{[2-(4-chlorophenyl)imidazo[1,2-a]pyridin-3-yl]methyl}piperazin-1-yl)methanone